tert-Butyl 5-((2'-(((1s,4s)-4-acetoxycyclohexyl)amino)-[2,4'-bipyrimidin]-4-yl)ethynyl)-1H-benzo[d]imidazole-1-carboxylate C(C)(=O)OC1CCC(CC1)NC1=NC=CC(=N1)C1=NC=CC(=N1)C#CC1=CC2=C(N(C=N2)C(=O)OC(C)(C)C)C=C1